[N+](=O)([O-])C1=C(C=CC=C1)N1C(=CC=C1)C=CC=NN\C(=N\[H])\N (E)-N-[1-(2-nitrophenyl)-1H-pyrrol-2-yl-allylideneamino]-guanidine